N1C(CCCC1)C1=CC=C(C=2C=NNC12)C(=O)OCC ethyl 7-(piperidin-2-yl)-1H-indazole-4-carboxylate